(3S,3'S)-4,4'-((((((2,2'-dimethyl-[1,1'-biphenyl]-3,3'-diyl)bis(methylene))bis(oxy))bis(2-methoxy-5-vinylpyridine-6,3-diyl))bis(methylene))bis(azanediyl))bis(3-hydroxybutanoic acid) CC1=C(C=CC=C1COC1=C(C=C(C(=N1)OC)CNC[C@H](CC(=O)O)O)C=C)C1=C(C(=CC=C1)COC1=C(C=C(C(=N1)OC)CNC[C@H](CC(=O)O)O)C=C)C